C(CCC)OCNC(C(=C)C)=O N-(butoxymethyl)methacrylamide